C[C@H]1N(CCOC1)C=1C=C(N(N1)CC(C(F)(F)F)O)C(=O)OC methyl 5-[(3R)-3-methylmorpholin-4-yl]-2-(3,3,3-trifluoro-2-hydroxypropyl)pyrazole-3-carboxylate